OCCS(=O)(=O)NC1=CC(=C(C(=O)NC2=NC(=NC(=C2)C)N2CC3(CC3)CC2)C=C1)N1CCC2(CC2)CC1 4-((2-Hydroxyethyl)sulfonamido)-N-(6-methyl-2-(5-azaspiro[2.4]heptan-5-yl)pyrimidin-4-yl)-2-(6-azaspiro[2.5]octan-6-yl)benzamide